Methyl (1S,5R,7R)-3-(6-(1,1-difluoroethyl)pyrimidin-4-yl)-7-ethynyl-2-methyl-3,6-diazabicyclo[3.2.1]octane-6-carboxylate FC(C)(F)C1=CC(=NC=N1)N1C([C@H]2[C@@H](N([C@@H](C1)C2)C(=O)OC)C#C)C